O1CCOC12CCN(CC2)C=2N=C1C(=NC2)N(C(=N1)C1=C(C=C(C=C1C)C(F)(F)F)O)C 2-[5-(1,4-dioxa-8-azaspiro[4.5]decan-8-yl)-1-methyl-imidazo[4,5-b]pyrazin-2-yl]-3-methyl-5-(trifluoromethyl)phenol